3'-[methylenebis(oxymethylene)]bis[heptane] C(OCCCCCCCC)OCCCCCCCC